Octyl phosphate potassium salt [K+].P(=O)(OCCCCCCCC)([O-])[O-].[K+]